N1=CN=CC2=C1CN(CC2)C(=O)[O-] 5,6-dihydropyrido[3,4-d]pyrimidine-7(8H)-carboxylate